4-amino-1-(tert-butoxycarbonyl)azepane-4-carboxylic acid NC1(CCN(CCC1)C(=O)OC(C)(C)C)C(=O)O